FC=1C=C(C=C(C1)F)[C@@H]1C[C@@H](C2=NN(C(N21)=O)C21CC(C2)(C1)C#N)C 3-((5S,7S)-5-(3,5-difluorophenyl)-7-methyl-3-oxo-6,7-dihydro-3H-pyrrolo[2,1-c][1,2,4]triazol-2(5H)-yl)bicyclo[1.1.1]pentane-1-carbonitrile